C(C)(=O)N1CC(C1)OC1=CC2=C(CCB(O2)O)C=C1 7-[(1-acetylazetidin-3-yl)oxy]-2-hydroxy-3,4-dihydro-2H-1,2-benzoxaborinine